2-tert-butyl-6-(3-tert-butyl-2-hydroxy-5-methylbenzyl)-4-methylphenylacrylate C(C)(C)(C)C1=C(C(=CC(=C1)C)CC1=C(C(=CC(=C1)C)C(C)(C)C)O)OC(C=C)=O